[C@@H]12N(C[C@@H](NC1)C2)C2=CC(=NC(=N2)OC[C@H]2N(CCC2)C)C(=O)NC2=CC(=CC1=CC=CC=C21)O 6-[(1S,4S)-2,5-diazabicyclo[2.2.1]heptan-2-yl]-N-(3-hydroxy-1-naphthyl)-2-[[(2S)-1-methylpyrrolidin-2-yl]methoxy]pyrimidine-4-carboxamide